4-[2-(4-Chlorophenyl)ethynyl]piperidine ClC1=CC=C(C=C1)C#CC1CCNCC1